C(C1=CC=CC=C1)N1C2=NC=NC(=C2N=C1)N 9-benzyladenine